C(C#CC)(=O)N1C[C@@H](CCC1)C1=C2C(=C(NC2=C(C=C1F)C(=O)N)C)Cl (S)-4-(1-(but-2-ynoyl)piperidin-3-yl)-3-chloro-5-fluoro-2-methyl-1H-indole-7-carboxamide